(E,3R,5S)-7-[4-(4-fluorophenyl)-2-[methyl(methylsulfonyl)amino]-6-propan-2-ylpyrimidin-5-yl]-3,5-dihydroxyhept-6-enoic acid FC1=CC=C(C=C1)C1=NC(=NC(=C1/C=C/[C@H](C[C@H](CC(=O)O)O)O)C(C)C)N(S(=O)(=O)C)C